ClC1=C(C=CC=C1F)C1C2(CC2)CCN1 4-(2-chloro-3-fluorophenyl)-5-azaspiro[2.4]heptane